3-{(R)-1-[4-(3-Amino-1H-pyrazolo[3,4-b]pyrazin-5-yl)-phenyl]-ethylamino}-6-cyano-pyrazine-2-carboxylic acid [(S)-1-(3,4-difluoro-phenyl)-ethyl]-amide FC=1C=C(C=CC1F)[C@H](C)NC(=O)C1=NC(=CN=C1N[C@H](C)C1=CC=C(C=C1)C=1N=C2C(=NC1)NN=C2N)C#N